P(=O)(OC)(OCC[N+](C)(C)C)[O-] methyl (2-(trimethylammonio) ethyl) phosphate